(3R)-3-[(4R)-4-[2-[2-fluoro-5-[(4,6,7-trifluoro-1H-indol-5-yl)oxy]phenyl]-1H-imidazol-4-yl]-4-methyl-chroman-8-yl]butanoic acid FC1=C(C=C(C=C1)OC=1C(=C2C=CNC2=C(C1F)F)F)C=1NC=C(N1)[C@@]1(CCOC2=C(C=CC=C12)[C@@H](CC(=O)O)C)C